O1CCC(CC1)C(=O)ON1C[C@@H](CC1)OC1=CC(=CC=C1)F.[Li] lithium 4-[(3R)-3-(3-fluorophenoxy) pyrrolidin-1-yl] tetrahydropyran-4-carboxylate